FC1=CC=C(C=C1)COC1=C(C(=NN1C(C(CO)(C)C)=O)C1NCCN(C1C)C(=O)N1CC(CC1)O)C#N 5-[(4-fluorophenyl)methoxy]-1-(3-hydroxy-2,2-dimethylpropanoyl)-3-[4-(3-hydroxypyrrolidine-1-carbonyl)-3-methylpiperazin-2-yl]-1H-pyrazole-4-carbonitrile